O1COC2=C1C=CC=C2C[C@@H](CNC(=O)NCCC2=CC=NC=C2)N(C)C ((S)-3-(benzo[d][1,3]dioxol-4-yl)-2-(dimethylamino)propyl)-3-(2-(pyridin-4-yl)ethyl)urea